pentaerythritol tris(3-mercaptovalerate) SC(CC(=O)OCC(COC(CC(CC)S)=O)(COC(CC(CC)S)=O)CO)CC